C(C)OC(=O)C1CCC2CNCC(C(N12)=O)C1=CC=CC=C1 2-oxo-3-phenyl-1,5-diazabicyclo[5.3.0]decane-10-carboxylic acid ethyl ester